C1(=CC=CC=C1)C(C[Se]C1=CC=CC=C1)NC1=CC=C(C=C1)OC(F)(F)F N-(1-phenyl-2-(phenylseleno)ethyl)-4-(trifluoromethoxy)aniline